(8R,9R,10S)-10-(hydroxymethyl)-N-phenyl-9-(4-(phenylethynyl)phenyl)-1,6-diazabicyclo[6.2.0]decane-6-carboxamide OC[C@@H]1[C@@H]([C@@H]2CN(CCCCN12)C(=O)NC1=CC=CC=C1)C1=CC=C(C=C1)C#CC1=CC=CC=C1